ClC=1C=CC(=NC1)[C@]1(OC2=C(O1)C=CC=C2C2CCN(CC2)[C@@H](C)C2=NC=1C(=NC(=CC1)C(=O)O)N2C[C@H]2OCC2)C 2-((S)-1-(4-((R)-2-(5-chloropyridin-2-yl)-2-methylbenzo[d][1,3]dioxolan-4-yl)-piperidin-1-yl)ethyl)-3-(((S)-oxetan-2-yl)methyl)-3H-imidazo[4,5-B]pyridine-5-carboxylic acid